2-methylindol-3-acetic acid CC=1NC2=CC=CC=C2C1CC(=O)O